C(N)(=O)C1[C@H]2CN(C[C@@H]12)C1=CC2=C(C[C@](O2)(C)CO)C=C1NC(=O)C=1C=NN2C1N=CC=C2 N-((R)-6-((1R,5S,6R)-6-carbamoyl-3-azabicyclo[3.1.0]hexan-3-yl)-2-(hydroxymethyl)-2-methyl-2,3-dihydro-benzofuran-5-yl)pyrazolo[1,5-a]pyrimidine-3-carboxamide